N1N=NC=C1CC(C)OCC(=O)N1CC=2N=C(N=CC2C1)NC1CC2=CC=CC=C2C1 2-((1-(1H-1,2,3-triazol-5-yl)propan-2-yl)oxy)-1-(2-((2,3-dihydro-1H-inden-2-yl)amino)-5,7-dihydro-6H-pyrrolo[3,4-d]pyrimidin-6-yl)ethan-1-one